ClC=1C=C(C=C(C1OC=1C=C2C(=CC(=NC2=CC1)C1=CC=C(C=C1)C#N)C)Cl)N1N=C(C(NC1=O)=O)C#N 2-(3,5-Dichloro-4-((2-(4-cyanophenyl)-4-methylquinolin-6-yl)oxy)phenyl)-3,5-dioxo-2,3,4,5-tetrahydro-1,2,4-triazine-6-carbonitrile